FC(C(=O)O)(F)F.CN(CCO)C N,N-dimethylethanolamine trifluoroacetate